COC=1C=C(C=CC1)CCNC(CCC(=O)O)=O 4-((3-methoxyphenylethyl)amino)-4-oxobutanoic acid